N-(3-(3-amino-4-(1-oxo-2,3-dihydro-1H-spiro[isoquinoline-4,3'-piperidin]-6-yl)-1H-pyrazol-1-yl)phenyl)acrylamide NC1=NN(C=C1C=1C=C2C(=CC1)C(NCC21CNCCC1)=O)C=1C=C(C=CC1)NC(C=C)=O